4-((2-(5-bromopyridin-2-yl)-7-chloroquinolin-4-yl)methyl)morpholine BrC=1C=CC(=NC1)C1=NC2=CC(=CC=C2C(=C1)CN1CCOCC1)Cl